methyl 4-fluoro-9-(((trifluoromethyl)sulfonyl)oxy)-6,7-dihydro-5H-benzo[7]annulene-3-carboxylate FC1=C(C=CC=2C(=CCCCC21)OS(=O)(=O)C(F)(F)F)C(=O)OC